(3S)-1-[3-(benzylthio)-2-methylphenyl]-3-hydroxypyrrolidin-2-one C(C1=CC=CC=C1)SC=1C(=C(C=CC1)N1C([C@H](CC1)O)=O)C